3-Bromo-2-(propan-2-yl)-6-[4-fluoro-3-(trifluoromethyl)phenyl]imidazo[1,2-a]pyrazine BrC1=C(N=C2N1C=C(N=C2)C2=CC(=C(C=C2)F)C(F)(F)F)C(C)C